FC(C1=CC=C(CN2N=CC3=CC(=CC=C23)C2=CC=CC(=N2)C(=O)N)C=C1)(F)F 6-(1-(4-(trifluoromethyl)benzyl)-1H-indazol-5-yl)picolinamide